ClC=1C=C(C(=O)NC2=CC(=C(C=C2)C)NC2=NC=CC=C2C2=C3N=CN(C3=NC=N2)C2OCCCC2)C=CC1Cl 3,4-dichloro-N-(4-methyl-3-((3-(9-(tetrahydro-2H-pyran-2-yl)-9H-purin-6-yl)pyridin-2-yl)amino)phenyl)benzamide